C1(CCCC1)CC(=O)NC1=C(C=C(C=C1C)CNC1=CC(=NC(=C1)Cl)Cl)C 2-Cyclopentyl-N-{4-[(2,6-dichloro-pyridin-4-ylamino)-methyl]-2,6-dimethylphenyl}-acetamide